BrC1=NN(C=C1C=O)C 3-bromo-1-methyl-1H-pyrazole-4-carbaldehyde